COC=1C(=C(NC)C=C(C1)C)[N+](=O)[O-] 3-methoxy-N,5-dimethyl-2-nitroaniline